CN1N=C(C(=C1)N1C(SC=C1)C=1C=NNC1)OC(C)C N-[1-methyl-3-(1-methylethoxy)-1H-pyrazol-4-yl]-2-(1H-pyrazol-4-yl)-1,3-thiazole